(2R)-N-cyclohexyl-2-[3-(2-cyclopropyl-4-pyridyl)-1,2,4-oxadiazol-5-yl]propanamide C1(CCCCC1)NC([C@H](C)C1=NC(=NO1)C1=CC(=NC=C1)C1CC1)=O